2-iodo-6,7-dihydro-5H-1,3-benzothiazol-4-one IC=1SC2=C(N1)C(CCC2)=O